[15NH2][13C@@H]([13CH2][13C]1=[13CH][13CH]=[13CH][13CH]=[13CH]1)[13C](=O)O [13C9,15N1]-phenylalanine